FC1=C(C(=CC(=C1)C1=NN=C2N1CCN(C2)C(C=C)=O)C=C)C2=C(C=CC=C2O)F (3-(2,2'-difluoro-6'-hydroxy-6-vinyl-[1,1'-biphenyl]-4-yl)-5,6-dihydro-[1,2,4]triazolo[4,3-a]pyrazin-7(8H)-yl)prop-2-en-1-one